CCCCCCCCCCCCCCCCCCCCCCCCCC(=O)N[C@@H](CO[C@@H]1[C@@H]([C@H]([C@H]([C@H](O1)CO)OCCCC2=CC(=C(C=C2)Cl)Cl)O)O)[C@@H]([C@@H](CCCCCCCCCCCCCC)O)O The molecule is a glycophytoceramide having a 4-O-[3-(3,4-dichlorophenyl)propyl]-alpha-D-galactosyl residue at the O-1 position and a hexacosanoyl group attached to the nitrogen. One of a series of an extensive set of 4"-O-alkylated alpha-GalCer analogues evaluated (PMID:30556652) as invariant natural killer T-cell (iNKT) antigens. It derives from an alpha-D-galactose.